vanadium, sodium salt [Na].[V]